OC1CN(CC1C1N2C(C3=CC=CC=C13)=CN=C2)C(=O)OC(C)(C)C tert-butyl 3-hydroxy-4-(5H-imidazo[5,1-a]isoindol-5-yl)pyrrolidine-1-carboxylate